COC1=CC=C2C=C(C(NC2=C1)=O)C=O 7-METHOXY-2-OXO-1,2-DIHYDRO-QUINOLINE-3-CARBALDEHYDE